2-(1-oxo-3,4,6,7,8,9-hexahydropyrido[3,4-b]indolizin-2(1H)-yl)pyridin-4-ylboronic Acid O=C1N(CCC2=C1C=C1CCCCN21)C2=NC=CC(=C2)B(O)O